NC1=NC2=CC=C(C=C2C=C1C)C(=O)N(CC1=NC=C(C=C1)C(F)(F)F)C[C@H](C)OCC 2-amino-N-((2S)-2-ethoxypropyl)-3-methyl-N-((5-(trifluoromethyl)-2-pyridinyl)methyl)-6-quinolinecarboxamide